1,3-dimethyl-3-(t-amylperoxy)butyl N-[1-{3-(1-methylethenyl)-phenyl}-1-methyl ethyl]carbamate CC(=C)C=1C=C(C=CC1)C(C)(C)NC(OC(CC(C)(OOC(C)(C)CC)C)C)=O